ClC1=NC(=C2C(=N1)N(N=C2)[C@H]2[C@@H]([C@@H]([C@H](O2)CS(=O)(=O)CP(O)(O)=O)O)O)NC2CC1=CC=CC=C1C2 (((((2S,3S,4R,5R)-5-(6-chloro-4-((2,3-dihydro-1H-inden-2-yl)amino)-1H-pyrazolo[3,4-d]pyrimidin-1-yl)-3,4-dihydroxytetrahydrofuran-2-yl)methyl)sulfonyl)methyl)phosphonic acid